(R)-4-(3-(6-(2,4-difluorobenzyl)-2-azaspiro[3.3]heptan-2-yl)-3-oxopropyl)oxazolidin-2-one FC1=C(CC2CC3(CN(C3)C(CC[C@H]3NC(OC3)=O)=O)C2)C=CC(=C1)F